C1(CCCC1)N1C(C(=CC2=C1N=C(N=C2)NC2=CC(=CC=C2)S(=O)(=O)N2CCN(CC2)C)C#N)=O 8-cyclopentyl-2-((3-((4-methylpiperazin-1-yl)sulfonyl)phenyl)amino)-7-oxo-7,8-dihydropyrido[2,3-d]pyrimidine-6-carbonitrile